(R)-6-chloro-3-((1-(9-fluoro-2-methyl-7-oxo-2,4,5,7-tetrahydropyrazolo[4',3':3,4]pyrido[2,1-b]quinazolin-11-yl)ethyl)amino)picolinic acid ClC1=CC=C(C(=N1)C(=O)O)N[C@H](C)C=1C=C(C=C2C(N3C(=NC12)C=1C(CC3)=NN(C1)C)=O)F